2'-α-Ethynylcytidine C(#C)[C@@]1([C@@H](O[C@@H]([C@H]1O)CO)N1C(=O)N=C(N)C=C1)O